2-cyclopropylacetate C1(CC1)CC(=O)[O-]